C1(CC1)C1=C(C(=NO1)C1=C(C=CC=C1Cl)Cl)/C=C/C1CCN(CC1)C=1C=C2C=CC(=NC2=CC1)C(=O)O (E)-6-(4-(2-(5-cyclopropyl-3-(2,6-dichlorophenyl)isoxazol-4-yl)vinyl)piperidin-1-yl)quinoline-2-carboxylic acid